C1(CC1)C1=C(C(=NO1)C1=C(C=CC=C1)OC(F)(F)F)COC1CC2CCC(C1)N2C=2SC1=C(N2)C(=CC(=C1)C(=O)O)F (3-((5-cyclopropyl-3-(2-(trifluoromethoxy)phenyl)isoxazol-4-yl)-methoxy)-8-azabicyclo[3.2.1]octan-8-yl)-4-fluorobenzo[d]thiazole-6-carboxylic acid